FC=1C=C(C=CC1OC)S(=O)(=O)Cl 3-fluoro-4-methoxybenzenesulfonyl chloride